(triphenylenyl)(phenyldibenzothiophenyl)benzene C1(=CC=CC=2C3=CC=CC=C3C3=CC=CC=C3C12)C1=C(C=CC=C1)C1=C(C=CC=2SC3=C(C21)C=CC=C3)C3=CC=CC=C3